[I-].C(C)(C)(C)OC(=O)NCCNC1=[N+](C=CC=C1)C 2-((2-((tert-butoxycarbonyl)amino)ethyl)amino)-1-methylpyridin-1-ium iodide